((2S,4S)-2,4-dimethylazetidine-1-carbonyl)-4,6,6a,7,8,9-hexahydroindolo[4,3-fg]quinolone 7-oxide C[C@@H]1N([C@H](C1)C)C(=O)C1C(C=2C3=CCC[NH+](C3CC=3C2C(=C1)NC3)[O-])=O